8-amino-N-(4-{[(1-cycloheptylpiperidin-4-yl)oxy]methyl}-1,3-thiazol-2-yl)-5,5-dimethyl-4,5-dihydro-1H-pyrazolo[4,3-H]quinazoline-3-carboxamide trihydrochloride Cl.Cl.Cl.NC1=NC=2C3=C(CC(C2C=N1)(C)C)C(=NN3)C(=O)NC=3SC=C(N3)COC3CCN(CC3)C3CCCCCC3